(S)-2-Amino-3-hydroxy-1-(6,7,8-trihydroxy-3,4-dihydroisoquinolin-2(1H)-yl)propan-1-one N[C@H](C(=O)N1CC2=C(C(=C(C=C2CC1)O)O)O)CO